[difluoro(1,1,2,2-tetrafluoro-2-nitroethoxy)methoxy]trifluoromethane FC(OC(F)(F)F)(OC(C([N+](=O)[O-])(F)F)(F)F)F